CC1(CCN(CC1)C=1OC2=CC=C(C=C2C(C1)=O)C)C 2-(4,4-dimethyl-1-piperidinyl)-6-methyl-chromen-4-one